3-(dimethylaminomethyldimethylsilyl)styrene CN(C)C[Si](C=1C=C(C=C)C=CC1)(C)C